CN(C(=O)N1CCN(CC1)C=1C=2N(C=C(C1)S(NC1(CC1)C)(=O)=O)C(=CN2)C2=NN(C=C2)C)C N,N-dimethyl-4-(3-(1-methyl-1H-pyrazol-3-yl)-6-(N-(1-methylcyclopropyl)sulfamoyl)imidazo[1,2-a]pyridin-8-yl)piperazine-1-carboxamide